C(C)C1=CN=C(S1)C=1C=C(C(=O)N[C@H](C)C=2N=NC(=CC2)C(F)(F)F)C=C(C1)OC[C@@H]1CN(CCO1)C 3-(5-Ethyl-1,3-thiazol-2-yl)-5-{[(2S)-4-methylmorpholin-2-yl]methoxy}-N-{(1R)-1-[6-(trifluoromethyl)pyridazin-3-yl]ethyl}benzamide